C1=CC=CC=2C3=CC=CC=C3N(C12)C=1C=C(OC=2C=C(OC=3C=C(C=CC3)N3C4=CC=CC=C4C=4C=C(C=CC34)N3C4=CC=CC=C4C=4C=CC=CC34)C=C(C2)N2C3=CC=CC=C3C=3C=CC=CC23)C=CC1 9-(3-(3-(3-(9H-carbazol-9-yl)phenoxy)-5-(9H-carbazol-9-yl)phenoxy)phenyl)-9H-3,9'-bicarbazole